FC1=CC(=C(C=C1)C1=CC(=CC=C1F)C[C@]1(C[C@H](CC1)NS(=O)(=O)C)C1=NC=CC(=N1)CO)O N-((1S,3R)-3-((4',6-difluoro-2'-hydroxy-[1,1'-biphenyl]-3-yl)methyl)-3-(4-(hydroxymethyl)pyrimidin-2-yl)cyclopentyl)methanesulfonamide